NC=1C=C(C=CC1)C=1C2=C(N=C(N1)N1[C@H]([C@@H](C1)O)C)C(CC2)(F)F (2S,3R)-1-[4-(3-aminophenyl)-7,7-difluoro-5,6-dihydrocyclopenta[d]pyrimidin-2-yl]-2-methyl-azetidin-3-ol